2,6-difluoro-D-phenylalanine FC1=C(C[C@@H](N)C(=O)O)C(=CC=C1)F